ClC=1C(N(C=CC1C1=C2CCN(C(C2=CC(=C1)CCN(C)CC)=O)[C@@H](C)C1=NC=C(C#N)C(=C1)OCC)C)=O (S)-6-(1-(5-(3-chloro-1-methyl-2-oxo-1,2-dihydropyridin-4-yl)-7-(2-(ethyl(methyl)amino)ethyl)-1-oxo-3,4-dihydroisoquinolin-2(1H)-yl)ethyl)-4-ethoxynicotinonitrile